1-((3'-(1-cyanocyclopropyl)-[1,1'-biphenyl]-4-yl)methyl)-3-(2-ethynylthiazol-4-yl)urea C(#N)C1(CC1)C=1C=C(C=CC1)C1=CC=C(C=C1)CNC(=O)NC=1N=C(SC1)C#C